FC(C(=O)[O-])(F)F.CC1[NH2+]CC(CC1)NC1=NC=C(C=N1)C(F)(F)F 2-methyl-5-((5-(trifluoromethyl)pyrimidin-2-yl)amino)piperidin-1-ium 2,2,2-trifluoroacetate